2-(4-methyl-1,4-diazepan-1-yl)acetamide Disodium Distyrylbiphenyl-Disulfonat C(=CC1=CC=CC=C1)OS(=O)(=O)C1=C(C=CC=C1S(=O)(=O)OC=CC1=CC=CC=C1)C1=CC=CC=C1.[Na].[Na].CN1CCN(CCC1)CC(=O)N